2-phenoxycyclohexylsulfite O(C1=CC=CC=C1)C1C(CCCC1)OS(=O)[O-]